tert-butyl 2-(2-(2,2,2-trifluoroethoxy)pyrimidin-5-yl)-2,8-diazaspiro[4.5]decane-8-carboxylate FC(COC1=NC=C(C=N1)N1CC2(CC1)CCN(CC2)C(=O)OC(C)(C)C)(F)F